iron cobalt acetate C(C)(=O)[O-].[Co+2].[Fe+2].C(C)(=O)[O-].C(C)(=O)[O-].C(C)(=O)[O-]